COC(=O)C1=NN(C=C1C1=CC(=NC=C1F)CC)COCC[Si](C)(C)C (2-ethyl-5-fluoropyridin-4-yl)-1-{[2-(trimethylsilyl)ethoxy]methyl}pyrazole-3-carboxylic acid methyl ester